sodium 2-(tert-butyl)-2-heptylmalonate C(C)(C)(C)C(C(=O)[O-])(C(=O)[O-])CCCCCCC.[Na+].[Na+]